1-[2-(3,5-dimethyl-1H-pyrazol-4-yl)acetyl]-4-fluoro-N-{phenyl-[4-(propan-2-yl)phenyl]methyl}pyrrolidine-2-carboxamide CC1=NNC(=C1CC(=O)N1C(CC(C1)F)C(=O)NC(C1=CC=C(C=C1)C(C)C)C1=CC=CC=C1)C